4-[[1-[1-[tert-butyl(dimethyl)silyl]indol-6-yl]sulfonylazetidine-3-yl]amino]phenol [Si](C)(C)(C(C)(C)C)N1C=CC2=CC=C(C=C12)S(=O)(=O)N1CC(C1)NC1=CC=C(C=C1)O